4,10,15-trioxa-1,7-diazabicyclo[5.5.5]heptadecane N12CCOCCN(CCOCC1)CCOCC2